N-adamantan-1-ylmethyl-2-hydroxy-N-{2-[3-endo-(3-hydroxyphenyl)-8-azabicyclo[3.2.1]oct-8-yl]-ethyl}acetamide TFA salt OC(=O)C(F)(F)F.C12(CC3CC(CC(C1)C3)C2)CN(C(CO)=O)CCN2C3CC(CC2CC3)C3=CC(=CC=C3)O